ethyl (S)-3-(5-(2,4-difluorophenyl)thiophen-2-yl)-3-(3-(4-hydroxy-1-methyl-2-oxo-1,2-dihydro pyridin-3-yl)ureido)propanoate FC1=C(C=CC(=C1)F)C1=CC=C(S1)[C@H](CC(=O)OCC)NC(=O)NC=1C(N(C=CC1O)C)=O